N-((1r,4r)-4-acetamidocyclohexyl)-6-(6-(hydroxymethyl)pyridin-3-yl)-4-(isopropylamino)pyrrolo[1,2-b]pyridazine-3-carboxamide C(C)(=O)NC1CCC(CC1)NC(=O)C1=C(C=2N(N=C1)C=C(C2)C=2C=NC(=CC2)CO)NC(C)C